ethyl 3-[(5-fluoro-6-iodo-1-methyl-indazol-3-yl)amino]propanoate FC=1C=C2C(=NN(C2=CC1I)C)NCCC(=O)OCC